C(C1=CC=CC=C1)OC1=C(SC=C1)C(=O)NC1=NC(=CC=C1)O 3-benzyloxy-N-(6-hydroxypyridine-2-yl)thiophene-2-carboxamide